{2-[(3S)-2,6-dioxo(3,4,4,5,5-2H5)piperidin-3-yl]-4-methoxy-3-oxo-2,3-dihydro-1H-isoindol-5-yl}methyl N-[4-(3,4-difluorophenoxy)phenyl]carbamate FC=1C=C(OC2=CC=C(C=C2)NC(OCC=2C(=C3C(N(CC3=CC2)[C@@]2(C(NC(C(C2([2H])[2H])([2H])[2H])=O)=O)[2H])=O)OC)=O)C=CC1F